isooctyl-3-(2-hydroxy-3,5-di-tert-octylphenyl)benzotriazole C(CCCCC(C)C)C1=CC=CC=2N=NN(C21)C2=C(C(=CC(=C2)C(C)(C)CC(C)(C)C)C(C)(C)CC(C)(C)C)O